2-(3-methylphenylsulfonyl)acetonitrile CC=1C=C(C=CC1)S(=O)(=O)CC#N